tert-butyl (4R,7S)-2-[7-[2,4-difluoro-6-(2-methoxyethoxy)phenyl]-4-hydroxy-thieno[3,2-c]pyridin-6-yl]-4,7-dimethyl-6,7-dihydro-4H-pyrazolo[1,5-a]pyrazine-5-carboxylate FC1=C(C(=CC(=C1)F)OCCOC)C=1C2=C(C(=NC1C1=NN3C([C@H](N(C[C@@H]3C)C(=O)OC(C)(C)C)C)=C1)O)C=CS2